OC[C@@H](C(=O)O)CCCC (S)-2-HYDROXYMETHYL-HEXANOIC ACID